OC[C@@H](C)NC1=NC(=CC(=C1)C=1C=C(C=CC1C)NC(=O)N1C[C@@H](CC1)CC(F)(F)F)C1COCC1 (3S)-N-(3-(2-(((R)-1-hydroxypropan-2-yl)amino)-6-(tetrahydrofuran-3-yl)pyridin-4-yl)-4-methylphenyl)-3-(2,2,2-trifluoroethyl)pyrrolidine-1-carboxamide